C(C1=CC=CC=C1)SC(CC#CCC(=O)O)CCSCC1=CC=CC=C1 6,8-bis(benzylthio)oct-3-ynoic acid